3-(9-((4-(aminomethyl)phenyl)carbamoyl)-4,5-dihydrobenzo[b]thieno[2,3-d]oxepin-8-yl)-6-(bicyclo[2.2.1]heptan-2-ylcarbamoyl)picolinic acid NCC1=CC=C(C=C1)NC(=O)C1=CC2=C(OCCC3=C2SC=C3)C=C1C=1C(=NC(=CC1)C(NC1C3CCC(C1)C3)=O)C(=O)O